benzimidazolyl-(benzimidazol) N1=C(NC2=C1C=CC=C2)C=2NC1=C(N2)C=CC=C1